ClC1=CC(=C(C=C1Cl)C(C)N1CCC(CC1)CO)OC [1-[1-(4,5-dichloro-2-methoxyphenyl)ethyl]piperidin-4-yl]methanol